4-(((3',4'-dichloro-[1,1'-biphenyl]-4-yl)methyl)amino)-1H-1,2,3-triazole-5-carboxylic acid ClC=1C=C(C=CC1Cl)C1=CC=C(C=C1)CNC=1N=NNC1C(=O)O